4-Amino-7-bromo-1-(isoquinolin-6-yl)-2-oxo-1,2-dihydroquinoline-3-carboxylic acid methyl ester COC(=O)C=1C(N(C2=CC(=CC=C2C1N)Br)C=1C=C2C=CN=CC2=CC1)=O